6-(cyanomethoxy)quinoline-4-carboxylic acid tert-butyl ester C(C)(C)(C)OC(=O)C1=CC=NC2=CC=C(C=C12)OCC#N